BrC1=C(C=C(C=C1)C)CC=1SC(=CC1)C1=CC=C(C=C1)F 2-[(2-bromo-5-methylphenyl)methyl]-5-(4-fluorophenyl)thiophene